(2S,4R)-N-[2-(2-amino-4-pyridyl)ethyl]-1-[(2S)-2-(4-cyclopropyltriazol-1-yl)-3,3-dimethyl-butanoyl]-4-hydroxy-pyrrolidine-2-carboxamide NC1=NC=CC(=C1)CCNC(=O)[C@H]1N(C[C@@H](C1)O)C([C@H](C(C)(C)C)N1N=NC(=C1)C1CC1)=O